(4-(6-(pyrimidin-2-yl)-1,2,4,5-tetrazin-3-yl)phenyl)methanamine N1=C(N=CC=C1)C1=NN=C(N=N1)C1=CC=C(C=C1)CN